C(CCCCCCCCCCC)(=O)OCC(COC(CCCCCCCCCCC)=O)=O dodecanoic acid 3-dodecanoyloxy-2-oxo-propyl ester